phenylpyruvate sodium salt [Na+].C1(=CC=CC=C1)CC(C(=O)[O-])=O